(1-((3,5-dimethylisoxazol-4-yl)methyl)-1H-pyrazol-4-yl)methylamine hydrochloride Cl.CC1=NOC(=C1CN1N=CC(=C1)CN)C